OC[C@@H]1CCC[C@@H](O1)SCC1=NC2=C(C=CC=C2C=N1)C 2-(((cis-6-(hydroxymethyl)tetrahydro-2H-pyran-2-yl)thio)methyl)-8-methylquinazolin